C(#N)N1[C@H]2[C@@H](C[C@@H]1CC2)NC(=O)C2CN(CC2)C2=NC(=CC=C2)C(F)(F)F N-((1R,2R,4S)-7-cyano-7-azabicyclo[2.2.1]heptan-2-yl)-1-(6-(trifluoromethyl)-2-pyridinyl)-3-pyrrolidinecarboxamide